COC(=O)C1=C(SC=2NC(N(C(C21)=O)C2=C(C=C(C(=C2)OCC2=C(C(=CC=C2OC)F)F)OC)F)=O)NC(=O)OC2=CC=CC=C2 3-{5-[(2,3-difluoro-6-methoxyphenyl)methoxy]-2-fluoro-4-methoxyphenyl}-2,4-dioxo-6-[(phenoxycarbonyl)amino]-1H-thieno[2,3-d]pyrimidine-5-carboxylic acid methyl ester